ClC=1C=C(C=CC1)N1C=C(C2=C1N=CN=C2N2[C@@H](CN(CC2)C(=O)OC(C)(C)C)C)C2CCCC2 tert-butyl (R)-4-(7-(3-chlorophenyl)-5-cyclopentyl-7H-pyrrolo[2,3-d]pyrimidin-4-yl)-3-methylpiperazine-1-carboxylate